C(C)OCC(=O)C1=CC(=C(C=C1)C1=NOC(=N1)C(F)(F)F)F 2-ethoxy-1-(3-fluoro-4-(5-(trifluoromethyl)-1,2,4-oxadiazol-3-yl)phenyl)ethan-1-one